2-((2S)-1-((E)-4-chlorobut-2-enoyl)-4-(2-(((S)-1-methylpyrrolidin-2-yl)methoxy)-7-(naphthalen-1-yl)-7,8-dihydro-5H-pyrano[4,3-d]pyrimidin-4-yl)piperazin-2-yl)acetonitrile ClC/C=C/C(=O)N1[C@H](CN(CC1)C=1C2=C(N=C(N1)OC[C@H]1N(CCC1)C)CC(OC2)C2=CC=CC1=CC=CC=C21)CC#N